FC1(CCC(CC1)N1[C@H](CN(CC1)CC1=CC=2N(C=C1)N=CC2N2C(NC(CC2)=O)=O)C)F (S)-1-(5-((4-(4,4-difluorocyclohexyl)-3-methylpiperazin-1-yl)methyl)pyrazolo[1,5-a]pyridin-3-yl)dihydropyrimidine-2,4(1H,3H)-dione